COC=1C=CC=C(C1C=1C(=CC=CC1OC)C=O)C=O (S)-6,6'-dimethoxybiphenyl-2,2'-dialdehyde